CC=1C=C(C=C(C1)C)P(C1=C(C(=NC(=C1)OC)OC)C=1C(=NC(=CC1P(C1=CC(=CC(=C1)C)C)C1=CC(=CC(=C1)C)C)OC)OC)C1=CC(=CC(=C1)C)C 4,4'-Bis(bis(3,5-dimethylphenyl)phosphino)-2,2',6,6'-tetramethoxy-3,3'-bipyridine